C(C)(C)(C)OC(=O)N1[C@H](CC2(CC(C2)(F)F)CC1)C=1C=NC(=CC1)Br |r| (RS)-6-(6-bromopyridin-3-yl)-2,2-difluoro-7-azaspiro[3.5]nonane-7-carboxylic acid tert-butyl ester